COC=1C(=C2C=CN(C2=C(C1)C)C(=O)OC(C)(C)C)CN1[C@@H](C[C@@H](CC1)C)C1=CC=C(C=C1)SC tert-Butyl 5-methoxy-7-methyl-4-(((2S,4R)-4-methyl-2-(4-(methylthio)phenyl)piperidin-1-yl)methyl)-1H-indole-1-carboxylate